C(N)(=O)C1=CC=C2C(=CN(C2=C1)C[C@@H]1CC[C@H](CC1)C(=O)OC)C methyl trans-4-[(6-carbamoyl-3-methyl-indol-1-yl)methyl]cyclohexanecarboxylate